CN(C(CCCCCCCCC)CCCCCCCCCCC\C=C/CCCCCCCC)C (22Z)-N,N-dimethyl-hentriacontan-22-en-10-amine